COC1=CC=C(C=N1)C=1C=NC=2CCN(CC2C1)C=1C(=CC=2N(N1)C(C=C(N2)C(F)(F)F)=O)C 7-(3-(6-methoxypyridin-3-yl)-7,8-dihydro-1,6-naphthyridin-6(5H)-yl)-8-methyl-2-(trifluoromethyl)-4H-pyrimido[1,2-b]pyridazin-4-one